(2-amino-6-(4-fluoro-2-methylphenyl)imidazo[1,2-a]pyridin-3-yl)((1R,2S)-2-fluorocyclopropyl)methanone NC=1N=C2N(C=C(C=C2)C2=C(C=C(C=C2)F)C)C1C(=O)[C@@H]1[C@H](C1)F